C1(=CC=C(C=C1)OC1=CC=C2C(=C(N=C(C2=C1)OC)C(=O)NCC(=O)O)O)C1=CC=CC=C1 (7-([1,1'-biphenyl]-4-yloxy)-4-hydroxy-1-methoxyisoquinoline-3-carbonyl)glycine